(1R,2S,3R,5R)-3-[4-amino-5-(2H-1,2,4-triazol-3-yl)pyrrolo[2,3-d]pyrimidin-7-yl]-5-[({3-[(2-phenylethyl)amino]propyl}amino)methyl]cyclopentane-1,2-diol NC=1C2=C(N=CN1)N(C=C2C=2NN=CN2)[C@H]2[C@@H]([C@@H]([C@H](C2)CNCCCNCCC2=CC=CC=C2)O)O